[I-].C[N+]1=CC(C2=CC=CC=C12)(C)C 1,3,3-trimethyl-3H-indol-1-ium iodide